7-chloro-1-(3,4-difluoro-2-methylphenyl)-6-fluoro-3-(6-methoxy-2-methylpyridin-3-yl)-2,3-dihydroquinazolin-4(1H)-one ClC1=C(C=C2C(N(CN(C2=C1)C1=C(C(=C(C=C1)F)F)C)C=1C(=NC(=CC1)OC)C)=O)F